O[C@H]1CCC2=C(C=3CCCC3C=C12)NC(=O)N=[S@@](=O)(N)C1=CN=C(S1)C(C)(C)O |o1:1| (S,S) or (S,R)-N'-((1-hydroxy-1,2,3,5,6,7-hexahydro-s-indacen-4-yl)carbamoyl)-2-(2-hydroxy-propan-2-yl)thiazole-5-sulfonimidamide